N=1C=NN2C1C=C(C=C2)OC2=C(C(=C(C=C2)NC=2C1=C(N=CN2)C=CC(=N1)[C@@H]1CCN(CCC1)C(C#CC)=O)F)C |o1:27| rel-(S)-1-(4-(4-((4-([1,2,4]triazolo[1,5-a]pyridin-7-yloxy)-2-fluoro-3-methylphenyl)amino)pyrido[3,2-d]pyrimidin-6-yl)azepan-1-yl)but-2-yn-1-one